NC1=NC(N(C=C1F)[C@@H]1O[C@]([C@H]([C@H]1O)OCC1=CC=CC=C1)(CF)COCC1=CC=CC=C1)=O 4-amino-1-((2R,3R,4S,5R)-4-(benzyloxy)-5-((benzyloxy)methyl)-5-(fluoromethyl)-3-hydroxytetrahydrofuran-2-yl)-5-fluoropyrimidin-2(1H)-one